BrC1=C(C=C(C=C1)F)OC(F)F 1-Bromo-2-difluoromethoxy-4-fluorobenzene